NCC(O)C1=CC=C(C=C1)C1(CC1)C(F)(F)F 2-amino-1-[4-[1-(trifluoromethyl)cyclopropyl]phenyl]ethanol